C(=O)([O-])C(O)C(O)C(=O)[O-].[Ce+3].C(=O)([O-])C(O)C(O)C(=O)[O-].C(=O)([O-])C(O)C(O)C(=O)[O-].[Ce+3] cerium(III) tartrate